C(C)(=O)OC1=C(C=2C(C3=CC=CC=C3C(C2C=C1NS(=O)(=O)C1=CC=C(C=C1)C1=CC=CC=C1)=O)=O)O 3-([1,1'-biphenyl]-4-sulfonylamino)-1-hydroxy-9,10-dioxo-9,10-dihydroanthracen-2-yl acetate